pyrido[4,3-b]indole-5-carboxylic acid tert-butyl ester C(C)(C)(C)OC(=O)N1C2=C(C=3C=CC=CC13)C=NC=C2